FC([C@H](C)N1N=NC2=C1C=C(C=C2)C=2C=CN1N=C(N=C(C12)OC)NC1CCC2(COC2)CC1)F (S)-5-(1-(1,1-difluoropropan-2-yl)-1H-benzo[d][1,2,3]triazol-6-yl)-4-methoxy-N-(2-oxaspiro[3.5]nonan-7-yl)pyrrolo[2,1-f][1,2,4]triazin-2-amine